(R)-2-((4-fluorophenyl)amino)-2-oxo-1-phenylethyl 3-aminopyrazine-2-carboxylate NC=1C(=NC=CN1)C(=O)O[C@@H](C(=O)NC1=CC=C(C=C1)F)C1=CC=CC=C1